N-(1-methyl-1H-pyrazol-3-yl)azetidine-3-carboxamide hydrochloride Cl.CN1N=C(C=C1)NC(=O)C1CNC1